BrC1=NN(N=C1Br)C(C)C 4,5-dibromo-2-isopropyl-triazole